C(C)C(CN1C2=CC=CC=C2C=2C=C(C=CC12)C=CC(C=CC=1C=CC=2N(C3=CC=CC=C3C2C1)CC(CCCC)CC)=O)CCCC 1,5-bis(9-(2-ethylhexyl)-9H-carbazol-3-yl)penta-1,4-dien-3-one